FC1=CC=C(C=C1)C1=CC=C(C=C1)CN1C=CC2=CC(=CC(=C12)C(=O)NCC1=CC=C(C(=O)O)C=C1)C1=CC=C(C=C1)F 4-((1-((4'-fluoro-[1,1'-biphenyl]-4-yl)methyl)-5-(4-fluorophenyl)-1H-indole-7-carboxamido)methyl)benzoic acid